2-(4-(5-chloro-2-(4-(trifluoromethyl)-1H-1,2,3-triazol-1-yl)phenyl)-5-methoxy-2-oxopyridin-1(2H)-yl)-N-(3-fluoro-4-(2H-tetrazol-5-yl)phenyl)-3-phenylpropionamide ClC=1C=CC(=C(C1)C1=CC(N(C=C1OC)C(C(=O)NC1=CC(=C(C=C1)C=1N=NNN1)F)CC1=CC=CC=C1)=O)N1N=NC(=C1)C(F)(F)F